ClC=1N=CC2=C(N1)N(C=C2C2=CC=1N(C=C2)N=CC1C=1C=NC=CC1)S(=O)(=O)C1=CC=C(C)C=C1 2-chloro-5-(3-(pyridin-3-yl)pyrazolo[1,5-a]pyridin-5-yl)-7-tosyl-7H-pyrrolo[2,3-d]pyrimidine